Ethyl-2-(9-methoxy-2-methyl-7-(5-methylpyridin-2-yl)-3-oxo-2,3,5,7-tetrahydrobenzo[5,6]oxepino[4,3-c]pyridin-5-yl)acetate C(C)OC(CC1OC(C2=C(C3=CN(C(C=C31)=O)C)C=CC(=C2)OC)C2=NC=C(C=C2)C)=O